tri(2-ethylhexyl) cyclohexane-1,3,5-tripropionate C1(CC(CC(C1)CCC(=O)OCC(CCCC)CC)CCC(=O)OCC(CCCC)CC)CCC(=O)OCC(CCCC)CC